tert-butyl 4-[1-(7-chloro-1,6-naphthyridin-2-yl)ethyl]piperidine-1-carboxylate ClC1=NC=C2C=CC(=NC2=C1)C(C)C1CCN(CC1)C(=O)OC(C)(C)C